CNC(CC1=CC=C(C=C1)[N+](=O)[O-])C=1N=C(SC1)C=1SC=CC1 N-methyl-2-(4-nitrophenyl)-1-(2-(thiophen-2-yl)thiazol-4-yl)ethan-1-amine